C(#N)C1=NN=NN1CC1=CC=C(C=C1)C=C 5-cyano-1-(4-vinylbenzyl)-1H-tetrazole